(1-methylindolin-7-yl)boronic acid CN1CCC2=CC=CC(=C12)B(O)O